C1(=CC=CC=C1)S(=O)(=O)N1C=CC=2C(=C(C(=C(C12)F)F)OC1=CC(=C(C=C1)F)C#N)C(=O)NC 1-(benzenesulfonyl)-5-(3-cyano-4-fluoro-phenoxy)-6,7-difluoro-N-methyl-indole-4-carboxamide